(4-bromo-2,6-difluorophenyl)methanol BrC1=CC(=C(C(=C1)F)CO)F